O=C1N(C2=CC(=CC=C2C12CC2)[C@@H]2[C@H](C2)C=2C=1N(N=C(C2)C=2C(NC(NC2)=O)=O)C=CN1)CC(F)(F)F |r| racemic-5-(8-((1S,2S)-2-(2'-oxo-1'-(2,2,2-trifluoroethyl)spiro[cyclopropane-1,3'-indolin]-6'-yl)cyclopropyl)imidazo[1,2-b]pyridazin-6-yl)pyrimidine-2,4(1H,3H)-dione